NC=1C=2N(C3=CC(=C(C=C3N1)C#N)C(=O)N1[C@@H]3[C@H](CCC1)OC1=C3C=CC(=C1)OC(F)(F)F)C=NC2 4-amino-8-((4aS,9bS)-7-(trifluoromethoxy)-1,2,3,4,4a,9b-hexahydrobenzofuro[3,2-b]pyridine-1-carbonyl)imidazo[1,5-a]quinoxaline-7-carbonitrile